N1N=CC2=CC=C(C=C12)CN (1H-indazol-6-yl)methanamine